OC1[C@@H](O)[C@@H](O)[C@H](O)[C@H](O1)C 6-Deoxy-D-mannopyranose